tert-butyl 6-(((benzyloxy)carbonyl)amino)-2-azaspiro[3.3]heptane-2-carboxylate Tert-butyl-6-amino-2-azaspiro[3.3]heptane-2-carboxylate C(C)(C)(C)OC(=O)N1CC2(C1)CC(C2)N.C(C2=CC=CC=C2)OC(=O)NC2CC1(CN(C1)C(=O)OC(C)(C)C)C2